OC=1C=C(C=CC1)S(=O)(=O)N1CCC(CC1)NC=1N=CC2=C(N1)N(C(C21CC1)=O)[C@H]1C[C@@H](CCC1)OC1OCCCC1 2'-{[1-(3-Hydroxybenzenesulfonyl)piperidin-4-yl]amino}-7'-[(1R,3R)-3-(oxan-2-yloxy)cyclohexyl]spiro[cyclopropane-1,5'-pyrrolo[2,3-d]pyrimidin]-6'-one